CN(CC#CC1=NC(=CC(=C1)C=1C=C(C=CC1C)NC(=O)C1=CC(=NC=C1)C(F)(F)F)N1CCOCC1)C N-(3-{2-[3-(dimethylamino)prop-1-yn-1-yl]-6-(morpholin-4-yl)pyridin-4-yl}-4-methylphenyl)-2-(trifluoromethyl)pyridine-4-carboxamide